C(=O)(OC(C)(C)C)OOC(=O)OC(C)(C)C dit-butyl peroxydicarbonate